OC(C(C)O)S(=O)(=O)[O-].[Na+] sodium 1,2-dihydroxypropanesulfonate